tert-butyl 3-cyano-3-methyl-azetidine-1-carboxylate C(#N)C1(CN(C1)C(=O)OC(C)(C)C)C